FC=1C=C(CN2N=CC(=C2)CNC2=NC=3N([C@H](C(NC3C(=N2)C)=O)C)C)C=C(C1OC)F (7S)-2-(((1-(3,5-difluoro-4-methoxybenzyl)-1H-pyrazol-4-yl)methyl)amino)-4,7,8-trimethyl-7,8-dihydropteridin-6(5H)-one